ClC1=CC2=C(N(C(N=C2N2[C@H](CN([C@@H](C2)C)C(C=C)=O)C)=O)C2=C(C=C(C=C2C)P(=O)(C)C)C(C)C)N=C1C1=C(C=CC=C1)F 6-Chloro-1-(4-dimethylphosphoryl-2-isopropyl-6-methyl-phenyl)-4-[(2S,5R)-2,5-dimethyl-4-prop-2-enoyl-piperazin-1-yl]-7-(2-fluorophenyl)pyrido[2,3-d]pyrimidin-2-one